1-Aza-3,7-dioxa-2,8-dioctyl-5-ethyl-bicyclo[3.3.0]octane C(CCCCCCC)C1N2C(OCC2(CO1)CC)CCCCCCCC